2-(4'-hydroxyphenyl)-2-phenylpropane OC1=CC=C(C=C1)C(C)(C)C1=CC=CC=C1